CN1C(=NC=C1)C(=O)ON=CC1=CC=C(C=C1)OCC1=CC=CC=C1 4-(Benzyloxy)benzaldehyde-O-(1-methyl-1H-imidazole-2-carbonyl) oxime